3-decanoyloxybutyl octanoate C(CCCCCCC)(=O)OCCC(C)OC(CCCCCCCCC)=O